OC=1C=CC2=C(C1)C1(CCN(CC1)C=1OC3(C(N1)=O)CC1=CC=CC=C1C3)OC2=O 6-hydroxy-1'-(4'-oxo-1,3-dihydro-4'H-spiro[indene-2,5'-[1,3]oxazol]-2'-yl)-3H-spiro[2-benzofuran-1,4'-piperidin]-3-one